benzyl 2-(1-tert-butoxycarbonylazetidin-3-yl)-4-hydroxy-5,7-dihydropyrrolo[3,4-d]pyrimidine-6-carboxylate C(C)(C)(C)OC(=O)N1CC(C1)C=1N=C(C2=C(N1)CN(C2)C(=O)OCC2=CC=CC=C2)O